COC=1SC=C(N1)S(=O)(=NCC=1N=C2N(C=CC(=C2)C2=NOC(=N2)C(F)(F)F)C1)C (2-methoxythiazol-4-yl)(methyl)(((7-(5-(trifluoromethyl)-1,2,4-oxadiazol-3-yl)imidazo[1,2-a]pyridin-2-yl)methyl)imino)-λ6-sulfanone